2-(7-((2S,5R)-2,5-diethyl-4-(1-(quinoxalin-6-yl)ethyl)piperazin-1-yl)-4-(2,2-difluoroethyl)-5-oxo-4,5-dihydro-2H-pyrazolo[4,3-b]pyridin-2-yl)acetonitrile C(C)[C@@H]1N(C[C@H](N(C1)C(C)C=1C=C2N=CC=NC2=CC1)CC)C=1C=2C(N(C(C1)=O)CC(F)F)=CN(N2)CC#N